N1=NC(=CC2=C1C1=C(CCC2)C=CC=C1)N1N=C(N=C1N)NC1=CC(=C(C=C1)N1CCC(CC1)N1CCCC1)C(F)(F)F 1-(6,7-dihydro-5H-benzo[6,7]cyclohepta[1,2-c]pyridazin-3-yl)-N3-(3-trifluoromethyl-4-(4-pyrrolidin-1-yl-piperidin-1-yl)phenyl)-1H-1,2,4-triazole-3,5-diamine